ClC=1C(=C(CNC(=O)[C@H]2N(CC3(CC3)C2)C(=O)OC(C)(C)C)C=CC1)F (S)-tert-butyl 6-((3-chloro-2-fluorobenzyl)carbamoyl)-5-azaspiro[2.4]heptane-5-carboxylate